CC1=C2COC(C2=CC=C1[C@H]1N[C@H](CN(C1)CC=1C=NN(C1)C1=CC(=NC=C1)C(F)(F)F)C)=O 4-methyl-5-((2R,6S)-6-methyl-4-((1-(2-(trifluoromethyl)pyridin-4-yl)-1H-pyrazol-4-yl)methyl)piperazin-2-yl)isobenzofuran-1(3H)-one